(17R)-14,18,18-Trimethyl-19-oxatetracyclo[9.8.0.03,9.012,17]nonadeca-1(11),2,9,14-tetraen-10-ol CC=1CC2C=3C(=C4CCCCCC4=CC3OC([C@@H]2CC1)(C)C)O